4,6-dicarboxylphthalic anhydride C(=O)(O)C=1C=C2C(C(=O)OC2=O)=C(C1)C(=O)O